CN(C=1C(=C(C(=C2C=NNC12)C1=CC=2N(C=C1)N=C(C2)NC(=O)C2C(C2)F)CC)F)C 1-N-(5-(7-(dimethylamino)-5-ethyl-6-fluoro-1H-indazol-4-yl)pyrazolo[1,5-a]pyridin-2-yl)-2-fluorocyclopropane-1-carboxamide